C(C)(C)OC1=NC=CC=C1C=1C=NN2C1N=C(C=C2)N2CCN(CC2)C(=O)[O-] 4-[3-(2-isopropoxy-3-pyridyl) pyrazolo[1,5-a]pyrimidin-5-yl]piperazine-1-carboxylate